C(C1=CC=CC=C1)OCC(C)(C)C=1N=C(C2=CC3=C(C=C2C1C1=CC(=C(C=C1)F)F)C=NN3C3OCCCC3)OS(=O)(=O)C(F)(F)F [6-(2-benzyloxy-1,1-dimethyl-ethyl)-5-(3,4-difluorophenyl)-1-tetrahydropyran-2-yl-pyrazolo[4,3-g]Isoquinolin-8-yl]Trifluoromethanesulfonate